Cl.C(CCCCCCCCCCC)OC(C(C)N(C)C)=O 2-(dimethylamino)propionic acid dodecyl ester hydrochloride